C1CCC2=C(C=3CCCC3C=C12)NC(=O)OC(C(=O)OCC)CC1=NC=CN=C1 Ethyl 2-{[(1,2,3,5,6,7-hexahydro-s-indacen-4-yl)-carbamoyl]oxy}-3-(pyrazin-2-yl)propanoate